1-({3,4-difluoro-2-[(2-fluoro-4-iodophenyl)amino]phenyl}carbonyl)-3-(6-methylpiperidin-2-yl)azetidin-3-ol FC=1C(=C(C=CC1F)C(=O)N1CC(C1)(O)C1NC(CCC1)C)NC1=C(C=C(C=C1)I)F